6-(3-methylpiperazin-1-yl)pyrimido[5,4-d]Pyrimidine-4-amine CC1CN(CCN1)C=1N=CC=2N=CN=C(C2N1)N